C1CCC2=C(C=3CCCC3C=C12)NC(=O)N[C@@H](C(=O)OC)CC=1C=NC=NC1 Methyl (2R)-2-{[(1,2,3,5,6,7-hexahydro-s-indacen-4-yl)carbamoyl]amino}-3-(pyrimidin-5-yl)propanoate